S(=O)(=O)(O)O.C(CCC1=CC(O)=C(O)C=C1)(=O)O dihydrocaffeic acid sulfate